OC1=CC=C(C=C1)NCCCCS(=O)(=O)O 4-(4-hydroxyphenyl)amino-1-butanesulfonic acid